N[C@H]1CCN(CC12CC2)C2=CC=CC(=N2)C2=NC1=CC(=NC=C1C=C2)CNC(C2=CC(=C(C=C2)C)S(=O)(=O)C)=O (S)-N-((2-(6-(8-amino-5-azaspiro[2.5]octan-5-yl)pyridin-2-yl)-1,6-naphthyridin-7-yl)methyl)-4-methyl-3-(methylsulfonyl)benzamide